C(C)(C)(C)N[C@@H](CC(C)C)C(=O)O.ClC=1C(=NC(=NC1)NC1CCOCC1)C1=CC=C2CN(C(C2=C1)=O)CC(=O)N1C(C2=CC=CC(=C2CC1)CO)C 6-(5-chloro-2-((oxacyclohex-4-yl)amino)pyrimidin-4-yl)-2-(2-(5-(hydroxymethyl)-1-methyl-3,4-dihydroisoquinolin-2(1H)-yl)-2-oxoethyl)isoindol-1-one tert-butyl-L-leucinate